3-(5-(5-((dimethylamino)methyl)pyridazin-3-yl)-1-oxoisoindolin-2-yl)piperidine-2,6-dione CN(C)CC=1C=C(N=NC1)C=1C=C2CN(C(C2=CC1)=O)C1C(NC(CC1)=O)=O